7-Azidohept-1-yne N(=[N+]=[N-])CCCCCC#C